5-fluoro-3-((5-(2-fluorophenyl)-1-(pyridin-3-ylsulfonyl)-1H-pyrrol-3-yl)methylene)indolin-2-one FC=1C=C2C(C(NC2=CC1)=O)=CC1=CN(C(=C1)C1=C(C=CC=C1)F)S(=O)(=O)C=1C=NC=CC1